BrC1=CC(=C(N)C(=C1)C([2H])([2H])[2H])C([2H])([2H])[2H] 4-bromo-2,6-bis(trideuteriomethyl)aniline